ClC=1C=C(C=CC1)C1(CC1)C(=O)NC1=NC(=NC(=C1)NCC=1N=C2N(C=C(C=C2)C2CC2)C1)S(=O)C rac-(1S*,2S*)-(3-chlorophenyl)-N-(6-(((6-cyclopropylimidazo[1,2-a]pyridin-2-yl)methyl)amino)-2-(methylsulfinyl)pyrimidin-4-yl)cyclopropane-1-carboxamide